4,9,10-trimethoxy-7,11b-dihydrobenzo[b]indeno[1,2-d]pyran-3,6a-diol COC1=C(C=CC2=C1OCC1(C2C2=CC(=C(C=C2C1)OC)OC)O)O